(oxazol-2-yl)pyrimidin O1C(=NC=C1)C1=NC=CC=N1